NC=1C(=NC(=CN1)C1=NC=CC(=C1F)OC)C(=O)NC1=NC=CC=C1N1CCC(CC1)(C)N 3-amino-N-(3-(4-amino-4-methylpiperidin-1-yl)pyridin-2-yl)-6-(3-fluoro-4-methoxypyridin-2-yl)pyrazine-2-carboxamide